(4-((7,9-difluoro-2-isopropyl-5H-pyrido[3,2-b]indol-5-yl)methyl)benzyl)phosphonic acid FC=1C=C(C=2C3=C(N(C2C1)CC1=CC=C(CP(O)(O)=O)C=C1)C=CC(=N3)C(C)C)F